5-[2-(2,6-dioxo-3-piperidyl)-1,3-dioxo-isoindolin-5-yl]oxovaleraldehyde O=C1NC(CCC1N1C(C2=CC=C(C=C2C1=O)CCCC(C=O)=O)=O)=O